7-(3-methylbenzyl)-4-(4-chlorobenzyl)-6,7,8,9-tetrahydroimidazo[1,2-a]pyrido[3,4-e]pyrimidin-5(4H)-one CC=1C=C(CN2CC=3C(N(C=4N(C3CC2)C=CN4)CC4=CC=C(C=C4)Cl)=O)C=CC1